NC(C(=O)NC=1C(=NC(=CC1)OC1=CC=C(C2=C1C1(CC1)CO2)C)N)(C)C 2-amino-N-[2-amino-6-(7-methylspiro[2H-benzofuran-3,1'-cyclopropane]-4-yl)oxy-3-pyridyl]-2-methyl-propanamide